3-(difluoromethyl)-5-nitro-1-(tetrahydro-2H-pyran-2-yl)-1H-indazole FC(C1=NN(C2=CC=C(C=C12)[N+](=O)[O-])C1OCCCC1)F